BrC=1C=C(C=CC1)N1C(N=CN=C1C1=CC=CC=C1)=O (3-bromophenyl)-6-phenyl-1,3,5-triazin-2(1H)-one